7-Methyl-N-((S)-5-methyl-4-oxo-2,3-dihydro-1,5-benzoxazepin-3-yl)-2,4,5,7-tetrahydropyrano[3,4-c]pyrazol-3-carboxamid CC1OCCC=2C1=NNC2C(=O)N[C@H]2COC1=C(N(C2=O)C)C=CC=C1